N,N-dimethyl-2,3-Bis(tetradecyloxy)propan-1-amine CN(CC(COCCCCCCCCCCCCCC)OCCCCCCCCCCCCCC)C